2-(2H-benzotriazol-2-yl)-4-methyl-5-dodecylphenol N=1N(N=C2C1C=CC=C2)C2=C(C=C(C(=C2)C)CCCCCCCCCCCC)O